(R)-2-amino-3,6-dihydro-4-dimethylamino-6-methyl-1,3,5-triazine hydrochloride Cl.NC1=N[C@H](N=C(N1)N(C)C)C